OC(CNCC(=O)O)C 2-((2-hydroxypropyl)amino)acetic acid